ClC=1C(=NC(=NC1)N[C@@H]1C[C@H]2CO[C@@H]([C@H]1O)O2)C=2C=C(C1=C(N(C(=N1)C1CC(C1)O)C(C)C)C2)F (1S,3R,4S,5R)-3-((5-chloro-4-(4-fluoro-2-((1r,3R)-3-hydroxycyclobutyl)-1-isopropyl-1H-benzo[d]imidazol-6-yl)pyrimidin-2-yl)amino)-6,8-dioxabicyclo[3.2.1]octan-4-ol